imino({3-[(1R)-1-[(7-methoxyquinolin-4-yl)oxy]ethyl]phenyl})methyl-λ6-sulfanone N=S(=O)CC1=CC(=CC=C1)[C@@H](C)OC1=CC=NC2=CC(=CC=C12)OC